C(C)(C)OC(N[C@@H]1CC[C@H](CC1)C=1SC(=CN1)C1=C(C=C(C=C1)C#N)S(NCC)(=O)=O)=O (Trans-4-(5-(4-cyano-2-(N-ethylsulfamoyl)phenyl)thiazol-2-yl)cyclohexyl)carbamic acid isopropyl ester